7-fluoro-8-(piperidin-3-yl)-1,2,3,4-tetrahydrocyclopenta[b]Indole-5-carboxamide 2,2,2-trifluoroacetate FC(C(=O)O)(F)F.FC=1C(=C2C3=C(NC2=C(C1)C(=O)N)CCC3)C3CNCCC3